Cl(=O)(=O)O.CN[C@@H](C)C(=O)OC(C)(C)C tert-butyl N-methyl-L-alaninate hydrogen chloric acid salt